N1(CCCN(CCCNCCC1)CC=1C(=C(C=C(C1)C)C(C(=O)N)(CO)O)O)CC=1C(=C(C=C(C1)C)C(C(=O)N)(CO)O)O N'-{1,5,9-triazacyclododecane-1,5-diylbis[methylene(2-hydroxy-5-methyl-3,1-phenylene)]}bis(2,3-dihydroxypropionamide)